C(C)(C)N1CCC(CC1)N 1-Isopropylpiperidin-4-amine